N-(3-(2-amino-8-methyl-7-oxo-7,8-dihydropyrido[2,3-d]pyrimidin-6-yl)-2,4-difluorophenyl)-1,3-dimethyl-5-(trifluoromethyl)-1H-pyrazole-4-sulfonic acid amide NC=1N=CC2=C(N1)N(C(C(=C2)C=2C(=C(C=CC2F)NS(=O)(=O)C=2C(=NN(C2C(F)(F)F)C)C)F)=O)C